CNC=1C=C2C(=NC1C)NC(=N2)C2=NNC=1C[C@@]3([C@H](CC21)C3)C N,5-Dimethyl-2-((4aS,5aR)-5a-methyl-1,4,4a,5,5a,6-hexahydrocyclopropa[f]indazol-3-yl)-3H-imidazo[4,5-b]pyridin-6-amine